C(C)C=1C=C(C=CC1)C(C)=O m-ethyl-acetophenone